1-(1-acryloylpyrrolidin-3-yl)-3-((3,5-dimethoxyphenyl)ethynyl)-5-(ethylamino)-1H-pyrazole-4-carboxamide C(C=C)(=O)N1CC(CC1)N1N=C(C(=C1NCC)C(=O)N)C#CC1=CC(=CC(=C1)OC)OC